((2-(((S)-1-((S)-2-(benzhydryl(methyl)carbamoyl)pyrrolidin-1-yl)-3,3-dimethyl-1-oxobutan-2-yl)carbamoyl)-1H-indol-5-yl)difluoromethyl)phosphonic acid C(C1=CC=CC=C1)(C1=CC=CC=C1)N(C(=O)[C@H]1N(CCC1)C([C@H](C(C)(C)C)NC(=O)C=1NC2=CC=C(C=C2C1)C(F)(F)P(O)(O)=O)=O)C